FC1=CC=CC(=N1)C(=O)OC Methyl 6-fluoropicolinate